ClC1=C(C=C(C(=C1)Cl)C(F)(F)F)NC(=O)N[C@@H](C)C1=NC=NN1C1=CC=C(C=N1)C(=O)O 6-[5-[(1S)-1-[[2,4-dichloro-5-(trifluoromethyl)phenyl]carbamoyl-amino]ethyl]-1,2,4-triazol-1-yl]pyridine-3-carboxylic acid